5-(4-(2-(2,6-dioxopiperidin-3-yl)-1,3-dioxoisoindol-4-yl)piperazin-1-yl)-N-methylpentanamide O=C1NC(CCC1N1C(C2=CC=CC(=C2C1=O)N1CCN(CC1)CCCCC(=O)NC)=O)=O